NC1=NC=NC=2C3=C(CC(C12)(C)C)C(=C(C=C3)O[C@@H]3CC[C@H](CC3)N)N(CCC(=O)O)C 3-[[4-amino-8-(trans-4-aminocyclohexyloxy)-5,5-dimethyl-6H-benzo[H]quinazolin-7-yl]-methyl-amino]propionic acid